N-{[1-(hydroxymethyl)cyclohexyl]methyl}acetamide OCC1(CCCCC1)CNC(C)=O